BrC1=CC=C2C(=N1)NC=C2S(=O)(=O)NC2=NC(=C(C(=N2)OC)CCC#N)OC 6-bromo-N-[5-(2-cyanoethyl)-4,6-dimethoxy-pyrimidin-2-yl]-1H-pyrrolo[2,3-b]pyridine-3-sulfonic acid amide